1-cyclopropyl-3-(3,4-dichlorophenyl)-5-(2-(3-fluoro-3-methylazetidin-1-yl)-2-oxoethyl)-1H-pyrrolo[3,2-c]pyridin-4(5H)one C1(CC1)N1C=C(C=2C(N(C=CC21)CC(=O)N2CC(C2)(C)F)=O)C2=CC(=C(C=C2)Cl)Cl